1H-1,2,3-triazol-4-yl-benzoic acid N1N=NC(=C1)C1=C(C(=O)O)C=CC=C1